OC(CO[Ti])CCO (2,4-dihydroxybutoxy)titanium